(Z)-N-((2-bromothiazol-4-yl)methylene)-2-methylpropane-2-sulfinamide BrC=1SC=C(N1)\C=N/S(=O)C(C)(C)C